FC=1C=C2CCN(C2=CC1)C=1C2=C(N=CN1)C=C(N2COCC[Si](C)(C)C)C(=O)N 4-(5-fluoroindolin-1-yl)-5-(2-trimethylsilylethoxymethyl)pyrrolo[3,2-d]Pyrimidine-6-carboxamide